4-[(E)-[(1,1-dioxo-1,2-benzothiazol-3-yl)-ethyl-hydrazono]methyl]-2-methoxy-phenol O=S1(N=C(C2=C1C=CC=C2)N(\N=C\C2=CC(=C(C=C2)O)OC)CC)=O